FC1=C(C(=CC=C1)OC)C1CC=2N=C(N=C(C2CN1C)N1CCN(CC1)C(C=C)=O)OC 1-(4-(7-(2-fluoro-6-methoxyphenyl)-2-methoxy-6-methyl-5,6,7,8-tetrahydropyrido[4,3-d]pyrimidin-4-yl)piperazin-1-yl)prop-2-en-1-one